FC1=C(C=C(CN[C@@H](CO)C(=O)O)C=C1)C=1OC(=NN1)C=1C(=C(C=CC1)C1=CC=CC=C1)C (4-Fluoro-3-(5-(2-methyl-[1,1'-biphenyl]-3-yl)-1,3,4-oxadiazol-2-yl)benzyl)-L-serine